6-(4-methyl-1,3-thiazol-2-yl)-1-(pyridin-4-yl)-1H,2H-[1,3]oxazolo[5,4-c]pyridin-2-one CC=1N=C(SC1)C1=CC2=C(C=N1)OC(N2C2=CC=NC=C2)=O